N-[4-(hydroxymethyl)cyclohexyl]-4-(isopropylamino)pyridine-3-carboxamide OCC1CCC(CC1)NC(=O)C=1C=NC=CC1NC(C)C